Vinyl-methoxydihexoxysilan C(=C)[Si](OCCCCCC)(OCCCCCC)OC